N-cyclopropyl-2-(6-oxo-3-phenylpyridazin-1(6H)-yl)acetamide C1(CC1)NC(CN1N=C(C=CC1=O)C1=CC=CC=C1)=O